acrylic heptadecyl ester C(CCCCCCCCCCCCCCCC)OC(C=C)=O